C(CCC)N1CC(CCC1)C=O 1-BUTYLPIPERIDINE-3-CARBALDEHYDE